1-(1,3-benzoxazol-2-yl)ethan-1-one O1C(=NC2=C1C=CC=C2)C(C)=O